BrC=1C=C(C=CC1)N1C(CN(CC1)CCC1CCN(CC1)C=1C=C2CN(C(C2=CC1F)=O)C1C(NC(CC1)=O)=O)=O 3-(5-(4-(2-(4-(3-bromophenyl)-3-oxopiperazin-1-yl)ethyl)piperidin-1-yl)-6-fluoro-1-oxoisoindolin-2-yl)piperidine-2,6-dione